O[C@@H]1C[C@H](N(C1)C(C(C(C)C)C1=CC(=NO1)OC)=O)C=1NC(=CN1)CC1=CC=C(C=C1)OC 1-[(2S,4R)-4-hydroxy-2-[5-[(4-methoxyphenyl)methyl]-1H-imidazol-2-yl]pyrrolidin-1-yl]-2-(3-methoxy-1,2-oxazol-5-yl)-3-methylbutan-1-one